6-iodo-3,4-dihydro-1H-quinolin IC=1C=C2CCCNC2=CC1